FC1CN(CC12CN(C2)C(C=C)=O)C2=NC=1CC(CCC1C(=N2)N[C@H](CC(=O)NC)CC(C)C)C (3S)-3-((2-(8-fluoro-2-(2-propenoyl)-2,6-diazaspiro[3.4]octan-6-yl)-7-methyl-5,6,7,8-tetrahydro-4-quinazolinyl)amino)-N,5-dimethyl-hexanamide